C(C)(C)(C)C1=CC(=CC2=CC=CC=C12)C1=NC=C(C2=C1SC1=C2C=CC(=C1)CC(C)(C)C)F 1-(4-(tert-butyl)naphthalen-2-yl)-4-fluoro-7-neopentylbenzo-[4,5]thieno[2,3-c]pyridine